9-(4,4-difluorocyclohexyl)-7-[(2R,4S)-2-[6-keto-1-(2,2,2-trifluoroethyl)-3-pyridyl]tetrahydropyran-4-yl]-2,3-dimethyl-pyrimido[1,2-b]pyridazin-4-one FC1(CCC(CC1)C=1C=2N(N=C(C1)[C@@H]1C[C@@H](OCC1)C1=CN(C(C=C1)=O)CC(F)(F)F)C(C(=C(N2)C)C)=O)F